(naphthalen-2-ylsulfonyl)-2-(pyridin-2-yl)-4,5,6,7-tetrahydro-2H-pyrazolo[3,4-c]pyridin-3-ol C1=C(C=CC2=CC=CC=C12)S(=O)(=O)C1C=2C(CNC1)=NN(C2O)C2=NC=CC=C2